C(C)(C)(C)OC(=O)N(C1=NC=C(C2=CC=C(C=C12)C(=O)OC)C)C methyl 1-((tert-butoxycarbonyl)(methyl)amino)-4-methylisoquinoline-7-carboxylate